2-({6-[(1,3-benzothiazol-2-yl)amino]-5-methylpyridazin-3-yl}(methyl)amino)-5-{3-[2-fluoro-4-(3-hydroxyprop-1-yn-1-yl)phenoxy]propyl}-1,3-thiazole-4-carboxylic acid S1C(=NC2=C1C=CC=C2)NC2=C(C=C(N=N2)N(C=2SC(=C(N2)C(=O)O)CCCOC2=C(C=C(C=C2)C#CCO)F)C)C